BrC1=C(C(=CC(=C1)OCOC)Cl)\C=C/C bromo-3-chloro-5-(methoxymethoxy)-2-[(Z)-prop-1-enyl]Benzene